ClC=1C=C(C=CC1OC1=CC=2N(C=C1)N=CN2)NC2=NC=NC1=CC=C(C=C21)N2C(C(CC2)=C)=O 1-[4-[(3-chloro-4-[[1,2,4]triazolo[1,5-a]pyridin-7-yloxy]phenyl)amino]quinazolin-6-yl]-3-methylidenepyrrolidin-2-one